(3-(2,6-dioxopiperidin-3-yl)-2-methylquinolin-6-yl)methyl (3-chloro-4-methylphenyl)carbamate ClC=1C=C(C=CC1C)NC(OCC=1C=C2C=C(C(=NC2=CC1)C)C1C(NC(CC1)=O)=O)=O